α-Methyl-3,4-(methylendioxy)-hydrocinnamaldehyd CC(C=O)CC1=CC2=C(C=C1)OCO2